C(C)(=O)NC1=CC=C(C=C1)NC(=O)C1=NN2C(N=CC=C2C2=CC=C(C=C2)F)=C1 N-(4-acetamidophenyl)-7-(4-fluorophenyl)pyrazolo[1,5-a]pyrimidine-2-carboxamide